OC1=CC=C(C=C1)\C(=C(/CC)\C1=CC=CC=C1)\C1=CC=C(C=C1)N1CCC(CC1)C=O (E)-1-(4-(1-(4-hydroxyphenyl)-2-phenylbut-1-en-1-yl)phenyl)piperidine-4-carbaldehyde